FC1=CC=C(C=C1)[Mg]Br L-4-fluorophenyl-magnesium bromide